C(C)C=1C2=C(C(N(N1)CC(=O)NC1=NC=CC=N1)=O)SC(=C2)NC [4-ethyl-2-(methylamino)-7-oxo-6H,7H-thieno[2,3-d]pyridazin-6-yl]-N-(pyrimidin-2-yl)acetamide